N-(3-(N-(tert-Butyl)sulfamoyl)phenyl)-4-((3-methyloxetan-3-yl)sulfonyl)-2-(6-azaspiro[2.5]octan-6-yl)benzamide hydrochloride Cl.C(C)(C)(C)NS(=O)(=O)C=1C=C(C=CC1)NC(C1=C(C=C(C=C1)S(=O)(=O)C1(COC1)C)N1CCC2(CC2)CC1)=O